2-morpholino-propane-1-one O1CCN(CC1)C(C=O)C